C1(CC1)C(=O)NNCCOC(C=N)=O 2-[2-(cyclopropanecarbonyl) hydrazino]Ethyl-2-imino-acetate